3,3-dimethyl-1,5-dioxo-6-(pyrimidin-4-ylamino)-2H-imidazo[1,5-a]pyridine-8-carbonitrile CC1(NC(C=2N1C(C(=CC2C#N)NC2=NC=NC=C2)=O)=O)C